(R)-1-(4-((5-(1-(2,2-difluoroethyl)-1H-benzo[d][1,2,3]triazol-6-yl)-4-methoxypyrrolo[2,1-f][1,2,4]triazin-2-yl-7-d)amino)-3,3-difluoropiperidin-1-yl)ethan-1-one FC(CN1N=NC2=C1C=C(C=C2)C=2C=C(N1N=C(N=C(C12)OC)N[C@H]1C(CN(CC1)C(C)=O)(F)F)[2H])F